CN(CC(=O)O)CC1=CC(=CC=C1)C=1OC(=NN1)C=1C(=C(C=CC1)C1=CC=CC=C1)C N-methyl-N-(3-(5-(2-methyl-[1,1'-biphenyl]-3-yl)-1,3,4-oxadiazol-2-yl)benzyl)glycine